CC1=CC=C(C=C1)C(=O)C1=C(C=CC(=C1)C)OCOC (4-methylphenyl)(2-methoxymethoxy-5-methylphenyl)-methanone